C(=S)SC 1-methyl dithioformate